1-hydroxy-2-cyclohexyl ether OC1C(CCCC1)OC1C(CCCC1)O